C(C)(C)(C)N1N=NC(=C1)C(=O)NCC1=C(C=C(C=C1)C1=C(C=NC=C1)N1C(C(CC1)N(C(C=C)=O)C)=O)C 1-(tert-butyl)-N-(2-methyl-4-(3-(3-(N-methylacrylamido)-2-oxopyrrolidin-1-yl)pyridin-4-yl)benzyl)-1H-1,2,3-triazole-4-carboxamide